tert-butyl 5-amino-4-(4-((2-(4-(tert-butyl)phenyl)-N-methyl-2-oxoacetamido)methyl)-1-oxoisoindolin-2-yl)-5-oxopentanoate NC(C(CCC(=O)OC(C)(C)C)N1C(C2=CC=CC(=C2C1)CN(C(C(=O)C1=CC=C(C=C1)C(C)(C)C)=O)C)=O)=O